OCC1=NC(=CC2=C1CNC2=O)N2[C@@H](COCC2)C (R)-4-(Hydroxymethyl)-6-(3-methylmorpholinyl)-2,3-dihydro-1H-pyrrolo[3,4-c]pyridin-1-one